C1(=CC(=CC=C1)N(C1(C2=CC=CC=C2C=2C=CC(=CC12)N)C1=CC=CC=C1)C1=CC=CC=C1)C1=CC=CC=C1 N9-([1,1'-biphenyl]-3-yl)-N9,9-diphenyl-9H-fluorene-2,9-diamine